OC1CN(C1)C1=CC(=NC(=N1)C(C)C)NC1=NNC2=CC(=CC=C12)[C@@H]1C[C@@]12C(NC1=CC=C(C=C21)OC)=O (1r,2s)-2-(3-{[6-(3-hydroxyazetidin-1-yl)-2-(propan-2-yl)pyrimidin-4-yl]amino}-1H-indazol-6-yl)-5'-methoxyspiro[cyclopropan-1,3'-indol]-2'(1'H)-one